(1S,3S,5S)-N-((4-carbamimidoylthiophen-2-yl)methyl)-5-methyl-2-(2-(3-methyl-4-phenoxybenzamido)acetyl)-2-azabicyclo[3.1.0]hexane-3-carboxamide C(N)(=N)C=1C=C(SC1)CNC(=O)[C@H]1N([C@H]2C[C@]2(C1)C)C(CNC(C1=CC(=C(C=C1)OC1=CC=CC=C1)C)=O)=O